ethyl (E)-3-[2-fluoro-4-[[6-[2-(oxan-2-yl)pyrazol-3-yl]pyridin-3-yl]oxymethyl]phenyl]prop-2-enoate FC1=C(C=CC(=C1)COC=1C=NC(=CC1)C=1N(N=CC1)C1OCCCC1)/C=C/C(=O)OCC